ClC1=CC=C2CCO[C@@H](C2=C1)[C@@H]1NCCC1 (R)-2-((S)-7-chloroisochroman-1-yl)pyrrolidine